O1CC[C@H](C2=NC=CC=C21)C2CC21N(CCC(C1)C(=O)N)C(=O)C1=NNC(=C1)C1=CC(=NC=C1F)OC ((S)-3,4-dihydro-2H-pyrano[3,2-b]pyridin-4-yl)-4-(5-(5-fluoro-2-methoxypyridin-4-yl)-1H-pyrazole-3-carbonyl)-4-azaspiro[2.5]octane-7-carboxamide